FC1=CC2=C(N(C(N=C2N2[C@H](CN(CC2)C(C=C)=O)C)=O)C=2C(=NC=CC2C)C(C)C)N=C1C1=C(C=CC=C1O)F 6-fluoro-7-(2-fluoro-6-hydroxyphenyl)-1-[4-methyl-2-(propan-2-yl)pyridin-3-yl]-4-[(2S)-2-methyl-4-(prop-2-enoyl)piperazin-1-yl]-1H,2H-pyrido[2,3-d]pyrimidin-2-one